C(CCC)SC1=NC(=C2N=CN(C2=N1)CC)N[C@H]1[C@@H](C1)C1=CC(=C(C=C1)F)F 2-(butylsulfanyl)-N-((1r,2s)-2-(3,4-difluorophenyl)cyclopropyl)-9-ethyl-9H-purin-6-amine